2,2-dichloro-2-isobutoxy-[4,5-dicyclohexyl]-1,3,2-dioxaphospholane ClP1(OC(C(O1)C1CCCCC1)C1CCCCC1)(OCC(C)C)Cl